FC1=CC=C(C=C1)N1C(NC=C(C1=O)C(=O)N)=O 3-(4-fluorophenyl)-2,4-dioxo-1,2,3,4-tetrahydropyrimidine-5-carboxamide